N-(1-((4-(1H-indazol-5-yl)phenyl)sulfonyl)piperidin-4-yl)-5-(trifluoromethyl)pyridin-2-amine N1N=CC2=CC(=CC=C12)C1=CC=C(C=C1)S(=O)(=O)N1CCC(CC1)NC1=NC=C(C=C1)C(F)(F)F